CC1=CC=C(O1)CNC(C1=CC(=CC=C1)NC1=NC=C(C=N1)C=1C=NC2=CC=CC=C2C1)=O N-[(5-methylfuran-2-yl)methyl]-3-{[5-(quinolin-3-yl)pyrimidin-2-yl]amino}benzamide